(2-(2-(2-aminoethoxy)ethoxy)ethyl)carbamic acid tert-butyl ester C(C)(C)(C)OC(NCCOCCOCCN)=O